C(C)(C)(C)C1=CC=2C(=NC(=CN2)[C@H]2CCC[C@H]([C@@H](N2)CO)OC)N1C [(2S,3R,7R)-7-(6-tert-butyl-5-methyl-pyrrolo[2,3-b]pyrazin-3-yl)-3-methoxy-azepan-2-yl]methanol